3'-(Diethylamino)-6'-(methoxymethoxy)-3H-spiro[isobenzofuran-1,9'-xanthen]-3-one C(C)N(C=1C=CC=2C3(C4=CC=C(C=C4OC2C1)OCOC)OC(C1=CC=CC=C13)=O)CC